C1(CC1)NC(C(C(C[C@H]1C(NCC1)=O)NC([C@H](CC(C)(C)C)NC(C[C@@H](CC)C1=CC=CC=C1)=O)=O)=O)=O (2S)-N-(4-(Cyclopropylamino)-3,4-dioxo-1-((S)-2-oxopyrrolidin-3-yl)butan-2-yl)-4,4-dimethyl-2-((R)-3-phenylpentanamido)pentanamid